C1=CC(=CC=C1C(C2=CC=C(C=C2)N)C3=CC=C(C=C3)N)N triaminotriphenylmethane